BrC=1C=C2C3(CN(C(C2=CC1)=O)CC(=O)OC)CC3 methyl 2-(6'-bromo-1'-oxo-1'H-spiro[cyclopropane-1,4'-isoquinolin]-2'(3'H)-yl)acetate